5-Morpholino-2,3-dihydro-1H-pyridin-6-one O1CCN(CC1)C1=CCCNC1=O